tert-butyl 2,2-dimethyl-4-(1-((2-methylimidazo[1,2-a]pyridin-6-yl)carbamoyl)-2,3-dihydro-1H-pyrrolo[2,3-b]pyridin-4-yl)piperazine-1-carboxylate CC1(N(CCN(C1)C1=C2C(=NC=C1)N(CC2)C(NC=2C=CC=1N(C2)C=C(N1)C)=O)C(=O)OC(C)(C)C)C